[C-]1=CC=CC2=CC=CC=C12 naphthalenide